bis[(methyldiethoxysilyl)propyl]amine C[Si](OCC)(OCC)CCCNCCC[Si](C)(OCC)OCC